5-chloro-2-((2-methoxy-6-(4-methylpiperazin-1-yl)pyridin-3-yl)amino)pyrimidin ClC=1C=NC(=NC1)NC=1C(=NC(=CC1)N1CCN(CC1)C)OC